(R)-5-cyano-N-ethyl-N-(2,2,2-trifluoro-1-(4-fluorophenyl)ethyl)thiophene-2-sulfonamide C(#N)C1=CC=C(S1)S(=O)(=O)N([C@@H](C(F)(F)F)C1=CC=C(C=C1)F)CC